C(C)(C)(C)OC(=O)OC(=O)OC(C)(C)C Di-tert-butyl-dicarbonate